3-bromo-6-[1-cyclopropyl-4-(trifluoromethyl)imidazol-2-yl]-2-methoxy-pyridine BrC=1C(=NC(=CC1)C=1N(C=C(N1)C(F)(F)F)C1CC1)OC